CC1=NC(=CC(=C1)C=1C=C2C=3CCCC(C3NC2=CC1)N[C@H](C)C1=CC=CC=C1)C 6-(2,6-dimethylpyridin-4-yl)-N-((R)-1-phenylethyl)-2,3,4,9-tetrahydro-1H-carbazol-1-amine